(R)-N-((R)-1-(4-(bicyclo[2.2.2]oct-1-ylmethoxy)phenyl)-2-hydroxy-2-methylpropyl)-3-hydroxy-2-phenylpropionamide C12(CCC(CC1)CC2)COC2=CC=C(C=C2)[C@H](C(C)(C)O)NC([C@@H](CO)C2=CC=CC=C2)=O